C(CCC(=O)OC([C@@H](N)CC1=CC=C(C=C1)O)=O)(=O)OC([C@@H](N)CC1=CC=C(C=C1)O)=O dityrosyl succinate